ClC1=CC=C(C=C1)[C@H](CC(=O)O)N1[C@@](C2=C(C=C(C=C2C1=O)C(C)(CC)O)F)(OCC1(COC1)F)C1=CC=C(C=C1)Cl (3S)-3-(4-chlorophenyl)-3-[(1R)-1-(4-chlorophenyl)-7-fluoro-1-[(3-fluorooxetan-3-yl)methoxy]-5-(2-hydroxybutan-2-yl)-3-oxo-2,3-dihydro-1H-isoindol-2-yl]propionic acid